BrC=1C=2C(N=C3N(C2C=CC1)C1=CC(=CC=C1C31CCCCC1)N1CCC(CC1)CN1CCN(CC1)C=1C=C3C(N(C(C3=CC1)=O)C1C(NC(CC1)=O)=O)=O)=O 5-(4-((1-(4'-bromo-5'-oxo-5'H-spiro[cyclohexane-1,7'-indolo[1,2-a]quinazolin]-10'-yl)piperidin-4-yl)methyl)piperazin-1-yl)-2-(2,6-dioxopiperidin-3-yl)isoindoline-1,3-dione